5-(2-fluoro-4-phenoxyphenyl)-4-oxo-4,5-dihydro-3H-1-thia-3,5,8-triazaAcenaphthene-2-carboxylic acid FC1=C(C=CC(=C1)OC1=CC=CC=C1)N1C(NC2C(SC=3N=CC=C1C32)C(=O)O)=O